(2R,3R,4S,5R)-5,6-bis(hexadecyloxy)-2-(hydroxymethyl)-4-methoxytetrahydro-2H-pyran-3-ol C(CCCCCCCCCCCCCCC)O[C@@H]1[C@H]([C@@H]([C@H](OC1OCCCCCCCCCCCCCCCC)CO)O)OC